COC=1C=CC(=NC1)N1N=C(C(=C1)C1=CN=C(N1C)C(=O)N)C(F)(F)F 5-[1-(5-methoxy-2-pyridyl)-3-(trifluoromethyl)pyrazol-4-yl]-1-methyl-imidazole-2-carboxamide